ClC=1C=C(C=CC1)N(C(=O)N1CCS(CC1)(=O)=O)CC1=NC=C(C(=O)[O-])C=C1 6-((N-(3-chlorophenyl)-1,1-dioxidothiomorpholine-4-carboxamido)methyl)nicotinate